FC(CCCCCCCCC)(O)O fluorodecanediol